NC1=NC=CC2=C1CC[C@H]2NC(=O)C=2N=NN(C2)CC=2C(=NC(=NC2)N2CC1CC1C2)C N-[(5R)-1-amino-5H,6H,7H-cyclopenta[c]pyridin-5-yl]-1-[(2-{3-azabicyclo[3.1.0]hex-3-yl}-4-methylpyrimidin-5-yl)methyl]-1H-1,2,3-triazole-4-carboxamide